NC(C(=O)O)CCC1=CC(=C(C(=C1)F)OC)F 2-Amino-4-(3,5-difluoro-4-methoxyphenyl)butanoic acid